N-(6-(5-chloro-6-fluoro-7-(fluoromethyl)-1H-indazol-4-yl)imidazo[1,2-a]pyridin-2-yl)-2-fluorocyclopropane-1-carboxamide ClC=1C(=C2C=NNC2=C(C1F)CF)C=1C=CC=2N(C1)C=C(N2)NC(=O)C2C(C2)F